O[C@H](C(C)=O)[C@H]([C@H]([C@@H](CO)O)O)O (3S,4S,5S,6R)-3,4,5,6,7-pentahydroxyheptanone